OC=1C=C(C=CC1O)C=CC(=O)C1=C(C=CC=C1)CC1C(NC(S1)=O)=O 5-[[2-[3-(3,4-Dihydroxyphenyl)prop-2-enoyl]phenyl]methyl]-1,3-thiazolidine-2,4-dione